1-(2-methylpropyl)pyrazol-4-amine CC(CN1N=CC(=C1)N)C